(1S,3R)-N-(5-chloro-4-(5-fluoro-1,1-dimethyl-2,3-dihydro-1H-benzo[d]pyrrolo[1,2-a]imidazol-7-yl)pyridin-2-yl)-3-propionylaminocyclohexane-1-carboxamide ClC=1C(=CC(=NC1)NC(=O)[C@@H]1C[C@@H](CCC1)NC(CC)=O)C1=CC2=C(N=C3N2C(CC3)(C)C)C(=C1)F